4'-Chloro-N-(2,4-dimethoxybenzyl)-4-nitrobiphenyl-2-sulfonamide ClC1=CC=C(C=C1)C=1C(=CC(=CC1)[N+](=O)[O-])S(=O)(=O)NCC1=C(C=C(C=C1)OC)OC